7-[[4-[[(1S)-2-hydroxy-1-phenyl-ethyl]amino]-5-(5-methyl-1,3,4-oxadiazol-2-yl)pyrimidin-2-yl]amino]-3,3-dimethyl-2,4-dihydroisoquinolin-1-one OC[C@H](C1=CC=CC=C1)NC1=NC(=NC=C1C=1OC(=NN1)C)NC1=CC=C2CC(NC(C2=C1)=O)(C)C